ClC1=C(C=C2C(=C(N(C2=C1F)C)C1=NC(=NN1)[C@H](COC)N1CCOCC1)N1C=NC=C1)OC (R)-4-(1-(5-(6-chloro-7-fluoro-3-(1H-imidazol-1-yl)-5-methoxy-1-methyl-1H-indol-2-yl)-1H-1,2,4-triazol-3-yl)-2-methoxyethyl)morpholine